methyl 3-(9-((6-(((tert-butoxycarbonyl)amino)methyl)-2-methylpyridin-3-yl)carbamoyl)-4,5-dihydrobenzo[b]thieno[2,3-d]oxepin-8-yl)-6-(propylcarbamoyl)picolinate C(C)(C)(C)OC(=O)NCC1=CC=C(C(=N1)C)NC(=O)C1=CC2=C(OCCC3=C2SC=C3)C=C1C=1C(=NC(=CC1)C(NCCC)=O)C(=O)OC